ClC=1C=NN2C1N=C(C=C2N2CC(C(C2)(C)C)(F)F)Cl 3,5-dichloro-7-(3,3-difluoro-4,4-dimethylpyrrolidin-1-yl)pyrazolo[1,5-a]pyrimidine